N-(2-bromopyridin-4-yl)-9-chloro-N-(2,2-difluoroethyl)-7-fluoro-[1,2,4]triazolo[4,3-a]quinazolin-5-amine BrC1=NC=CC(=C1)N(C1=NC=2N(C3=C(C=C(C=C13)F)Cl)C=NN2)CC(F)F